C(C)(C)C=1C=NN2C1N=C(N=C2NC2CCN(CC2)C(=O)OCC2(CNC2)F)C (3-fluoroazetidin-3-yl)methyl 4-((8-isopropyl-2-methylpyrazolo[1,5-a][1,3,5]triazine-4-yl)amino)piperidine-1-carboxylate